C(C=C)N(C(C[C@H](C(=O)OC(C)(C)C)C1=CC2=C(OC[C@]3(CCCC4=CC(=CC=C34)Cl)CN2CCCCC=C)C=C1)=O)C TERT-BUTYL 4-(ALLYL(METHYL)AMINO)-(2S)-2-((3S)-6'-CHLORO-5-(HEX-5-EN-1-YL)-3',4,4',5-TETRAHYDRO-2H,2'H-SPIRO[BENZO[B][1,4]OXAZEPINE-3,1'-NAPHTHALEN]-7-YL)-4-OXOBUTANOATE